C(C)(C)(C)NC1=NC(=CC2=C1N=C(N=C2)SC)C#N 8-(tert-butylamino)-2-(methylsulfanyl)pyrido[3,4-d]pyrimidine-6-carbonitrile